1-(2-(1H-benzimidazol-5-yl)-4-propylphenyl)ethane N1C=NC2=C1C=CC(=C2)C2=C(C=CC(=C2)CCC)CC